2,4,6-tris(2-hydroxy-4-hexyloxy-3-methylphenyl)-1,3,5-triazine Tin [Sn].OC1=C(C=CC(=C1C)OCCCCCC)C1=NC(=NC(=N1)C1=C(C(=C(C=C1)OCCCCCC)C)O)C1=C(C(=C(C=C1)OCCCCCC)C)O